N-(1-(2-methoxy-3-(1-methyl-1H-1,2,4-triazol-3-yl)phenyl)-3-(methylamino)-1H-pyrazolo[3,4-d]pyrimidin-6-yl)cyclopropanecarboxamide COC1=C(C=CC=C1C1=NN(C=N1)C)N1N=C(C=2C1=NC(=NC2)NC(=O)C2CC2)NC